3,4-bis(3-chlorophenyl)thiophene ClC=1C=C(C=CC1)C1=CSC=C1C1=CC(=CC=C1)Cl